C(C)OC(=C)C1=C(C=C2CCN(CC2=C1)C(=O)OC(C)(C)C)F tert-butyl 7-(1-ethoxyvinyl)-6-fluoro-3,4-dihydroisoquinoline-2(1H)-carboxylate